aluminum(III) bis(methylquinolineolate) CC=1C(=NC2=CC=CC=C2C1)[O-].CC=1C(=NC2=CC=CC=C2C1)[O-].[Al+3]